4-(4-((5-(trifluoromethyl)pyridin-2-yl)oxy)phenyl)piperidin-1-ium chloride [Cl-].FC(C=1C=CC(=NC1)OC1=CC=C(C=C1)C1CC[NH2+]CC1)(F)F